4-chlorocinnamic acid ClC1=CC=C(C=CC(=O)O)C=C1